methyl (S)-2-(7-chloro-8-methoxy-2-(2-methoxyacetyl)-1-methyl-2,3-dihydro-1H-pyrrolo[3,4-c]quinolin-6-yl)acetate ClC=1C(=CC=2C3=C(C=NC2C1CC(=O)OC)CN([C@H]3C)C(COC)=O)OC